Pyridazin-5(6H)-one N1=NC=CC(C1)=O